(hexamethyl)disilazane C[Si](N[Si](C)(C)C)(C)C